C(C)O[Si](CCCN)(OCC)OCC 3-Triethoxysilyl-1-propanamine